(-)-diisopropyl tartrate C(=O)(OC(C)C)C(O)C(O)C(=O)OC(C)C